[Au].[Ge].[Au] gold germanium gold